(R)-1-(3-Cyano-6-methyl-4-(trifluoromethyl)pyridin-2-yl)-3,3-difluoro-N-methyl-N-(m-tolyl)pyrrolidine-2-carboxamide C(#N)C=1C(=NC(=CC1C(F)(F)F)C)N1[C@@H](C(CC1)(F)F)C(=O)N(C=1C=C(C=CC1)C)C